NC1=NC=CC(=N1)C1=C(C=C(C=C1)NC(=O)C=1C=NN(C1C(F)(F)F)C1=CN=CC2=CC=CC=C12)Cl N-(4-(2-aminopyrimidin-4-yl)-3-chlorophenyl)-1-(isoquinolin-4-yl)-5-(trifluoromethyl)-1H-pyrazole-4-carboxamide